2-chloro-N-(4-(6-chloro-2,2-dimethyl-2H-chromen-8-yl)thiazol-2-yl)acetamide ClCC(=O)NC=1SC=C(N1)C=1C=C(C=C2C=CC(OC12)(C)C)Cl